(R)-2-((S)-2-((tert-Butoxycarbonyl)(methyl)amino)-N,4-dimethylpentanamido)-4-(3-(5-fluoropyridin-2-yl)-1,2,4-oxadiazol-5-yl)butanoic acid C(C)(C)(C)OC(=O)N([C@H](C(=O)N(C)[C@@H](C(=O)O)CCC1=NC(=NO1)C1=NC=C(C=C1)F)CC(C)C)C